2-[5-amino-3-(4-amino-4-methylpiperidin-1-yl)-1,2,4-triazin-6-yl]pyridine-4-carboxylic acid tert-butyl ester C(C)(C)(C)OC(=O)C1=CC(=NC=C1)C1=C(N=C(N=N1)N1CCC(CC1)(C)N)N